N(=[N+]=[N-])CCCC1=C2C=CNC2=CC(=C1OC=1C=CC(=C(C1)C=1NC(=CN1)C(CCCC#N)C1=CC(=CC=C1)I)F)F 5-(2-(5-((4-(3-Azidopropyl)-6-fluoro-1H-indol-5-yl)oxy)-2-fluorophenyl)-1H-imidazol-5-yl)-5-(3-iodophenyl)pentanenitrile